C(C)OC(=O)C=1NC2=CC(=CC(=C2C1)OCC1=CC=CC=C1)C 4-(benzyloxy)-6-methylindole-2-carboxylic acid ethyl ester